(4S)-1-[(1S,2R)-2-amino-3,3-difluorocyclohexyl]-N-(cyclopropylmethyl)-N-methylazepan-4-amine N[C@@H]1[C@H](CCCC1(F)F)N1CC[C@H](CCC1)N(C)CC1CC1